ClC1=C(C=2C=NN(C2C=C1)C1OCCCC1)O 5-chloro-1-(tetrahydro-2H-pyran-2-yl)-1H-indazol-4-ol